(R)-N-(1-(4-cyanophenyl)ethyl)-1-(4-fluorobenzyl)-6-isopropyl-2-oxo-1,2-dihydro-1,8-naphthyridine-3-carboxamide C(#N)C1=CC=C(C=C1)[C@@H](C)NC(=O)C=1C(N(C2=NC=C(C=C2C1)C(C)C)CC1=CC=C(C=C1)F)=O